O[C@H](C(=O)O)C1=CC=CC=C1.C1(=CC=CC=C1)\C=C(/CC)\[C@H]1[C@@H](C1)N (1r,2s)-2-((E)-1-phenylbut-1-en-2-yl)cyclopropane-1-amine (S)-2-hydroxy-2-phenylacetate